NC1=NC2=CC(=CC=C2C=C1Br)OC[C@@]1([C@H]([C@H]([C@@H](C1)N1C=CC2=C1N=CN=C2N)O)O)C (1s,2r,3r,5r)-3-(((2-amino-3-bromoquinolin-7-yl)oxy)methyl)-5-(4-amino-7H-pyrrolo[2,3-d]pyrimidin-7-yl)-3-methylcyclopentane-1,2-diol